Cl.FC1=C(C=C(C=C1)O[C@@H]1COCC1)[C@H](C)N (s)-1-(2-Fluoro-5-(((s)-tetrahydrofuran-3-yl)oxy)phenyl)ethan-1-amine hydrochloride